4,5,6,7-tetrahydro-2-methylthiazolo[5,4-c]pyridine CC=1SC=2CNCCC2N1